NCCC=1C=NC(=NC1)C1=C(C=C(C#N)C=C1)OC1=NOC(=C1)C 4-[5-(2-aminoethyl)pyrimidin-2-yl]-3-[(5-methyl-1,2-oxazol-3-yl)oxy]benzonitrile